COC=1C=NC(=NC1)C1=CC(=C2C=CC(=NC2=C1)C)C1(CC1)NC(=O)C=1C=C(OC[C@H]2N(CC2)C(=O)OC(C)(C)C)C=CC1C (S)-tert-Butyl 2-((3-((1-(7-(5-methoxypyrimidin-2-yl)-2-methylquinolin-5-yl)cyclopropyl)carbamoyl)-4-methylphenoxy) methyl)azetidine-1-carboxylate